BrC1=NC=C(C(=C1)NC(OC(C)(C)C)=O)OCC(F)(F)F tert-butyl (2-bromo-5-(2,2,2-trifluoroethoxy)pyridin-4-yl)carbamate